5-Keto-D-Gluconic Acid C(C(=O)[C@H]([C@@H]([C@H](C(=O)O)O)O)O)O